COC1=C(C(=CC=C1)OC)S(=O)(=O)NC1=NOC2=C1C(=CC(=C2)CN2N=CC=C2)OC 2,6-dimethoxy-N-[4-methoxy-6-(1H-pyrazol-1-ylmethyl)-1,2-benzoxazol-3-yl]Benzenesulfonamide